(1S,2R,5R)-5-isopropyl-2-methylcyclohexyl tetrahydro-2H-pyran-4-carboxylate O1CCC(CC1)C(=O)O[C@@H]1[C@@H](CC[C@H](C1)C(C)C)C